1-Methyl-2-(6-trifluoromethoxy-benzothiazol-2-ylamino)-1H-benzoimidazole-5-carboxylic acid [2-(4-methyl-piperazin-1-yl)-ethyl]-amide CN1CCN(CC1)CCNC(=O)C1=CC2=C(N(C(=N2)NC=2SC3=C(N2)C=CC(=C3)OC(F)(F)F)C)C=C1